2,4-diamino-6-[3-(trifluoromethyl)phenyl]-1,3,5-triazine NC1=NC(=NC(=N1)N)C1=CC(=CC=C1)C(F)(F)F